C(#N)C=1C=C(C=CC1OC(C)C)C1=NC(=NO1)C1=CC=C(C2=CC=CC=C12)CN1CC(C1)C(=O)NC 1-((4-(5-(3-cyano-4-isopropoxyphenyl)-1,2,4-oxadiazol-3-yl)naphthalen-1-yl)methyl)-N-methyl-azetidine-3-formamide